C1(CC1)CCC(=O)N1CCC(CC1)=C 3-cyclopropyl-1-(4-methylenepiperidin-1-yl)propan-1-one